((1R,5S)-8-Methyl-3,8-diazabicyclo[3.2.1]octan-3-yl)-N-(3-phenyl-propyl)-1H-benzo[d]imidazole-1-carboxamide CN1[C@H]2CN(C[C@@H]1CC2)C2=NC1=C(N2C(=O)NCCCC2=CC=CC=C2)C=CC=C1